CN1N=NC2=C1C=CC(=C2)C#CC2=C1C=C(N=CC1=C(N=C2)NC)NC(=O)C2CC2 N-(5-((1-methyl-1H-benzo[d][1,2,3]triazol-5-yl)ethynyl)-8-(methylamino)-2,7-naphthyridin-3-yl)cyclopropanecarboxamide